1-methyl-N-[(1S)-1-[3-[2-(trifluoromethyl)-4-pyridinyl]-1,2,4-oxadiazol-5-yl]ethyl]cyclohexanecarboxamide CC1(CCCCC1)C(=O)N[C@@H](C)C1=NC(=NO1)C1=CC(=NC=C1)C(F)(F)F